C(#N)[C@H](C[C@H]1C(NCC1)=O)NC([C@H](CC(C)C)NC(=O)C=1NC2=CC=CC=C2C1)=O N-((S)-1-(((S)-1-cyano-2-((S)-2-oxopyrrolidin-3-yl)ethyl)amino)-4-methyl-1-oxopentan-2-yl)-1H-indole-2-carboxamide